(R)-3-chloro-5-((6-fluoro-2-methylpyridin-3-yl)oxy)-N-(3-(S-methylamino-sulfinyl)phenyl)-2-(trifluoromethyl)isonicotinamide ClC1=C(C(=O)NC2=CC(=CC=C2)[S@@](=O)NC)C(=CN=C1C(F)(F)F)OC=1C(=NC(=CC1)F)C